N-[(2-fluoro-3,6-dimethoxyphenyl)methyl]-3-(methoxymethyl)-1-({4-[(2-oxopyridin-1-yl)methyl]phenyl}methyl)pyrazole-4-carboxamide FC1=C(C(=CC=C1OC)OC)CNC(=O)C=1C(=NN(C1)CC1=CC=C(C=C1)CN1C(C=CC=C1)=O)COC